Methyl (5S)-3-((2-((S)-amino((1r,4S)-4-methylcyclohexyl)methyl)imidazo[1,2-b]pyridazin-6-yl)methyl)-2-oxo-5-(trifluoromethyl)pyrrolidine-3-carboxylate N[C@H](C=1N=C2N(N=C(C=C2)CC2(C(N[C@@H](C2)C(F)(F)F)=O)C(=O)OC)C1)C1CCC(CC1)C